FCC1OC1 (fluoromethyl)oxirane